C(#N)CN1CCN(CC1)C=1C=CC=2N(C1)C(=CN2)N2C[C@@H](CC2)C=2C=C(C(=O)NC=1C=NC=C(C1)C(F)(F)F)C=CC2C (S)-3-(1-(6-(4-(cyanomethyl)piperazin-1-yl)imidazo[1,2-a]pyridin-3-yl)pyrrolidin-3-yl)-4-methyl-N-(5-(trifluoromethyl)pyridin-3-yl)benzamide